CN(C)\C=N\C(=O)C=1C2=C(N=CC1)N(N=C2I)C2=CC=C(C=C2)OC(F)(F)F (E)-N-((dimethylamino)methylene)-3-iodo-1-(4-(trifluoromethoxy)phenyl)-1H-pyrazolo[3,4-b]pyridine-4-carboxamide